ClC1=NC(=CC(=N1)CS(=O)(=O)CCC(=O)OC)N1[C@H](COCC1)CC methyl (S)-3-(((2-chloro-6-(3-ethylmorpholino)pyrimidin-4-yl)methyl)sulfonyl)propanoate